racemic-hydroxylamine NO